2,3-dihydro-4H-1,4-benzothiazine S1CCNC2=C1C=CC=C2